ethyl 2-(1-(4-(trifluoromethyl)benzyl)-5-(((trifluoromethyl)sulfonyl)oxy)-1,2,3,4-tetrahydropyridin-3-yl)acetate FC(C1=CC=C(CN2CC(CC(=C2)OS(=O)(=O)C(F)(F)F)CC(=O)OCC)C=C1)(F)F